C(C)(=O)N1CCC(CC1)C=1N(C2=CC=CC(=C2C1C1=CC=C(C(=O)O)C=C1)O)C1=CC=C(C=C1)F 4-[2-(1-acetyl-4-piperidyl)-1-(4-fluorophenyl)-4-hydroxy-indol-3-yl]benzoic acid